bromophenyl-Pyridinium BrC1=[N+](C=CC=C1)C1=CC=CC=C1